β,β,3-trifluoro-5-(trifluoromethyl)-phenylpropionic acid FC(C(C(=O)O)C1=CC(=CC(=C1)C(F)(F)F)F)F